n-propyl acetate (methyl ethyl acetate) CC(C(=O)O)CC.C(C)(=O)OCCC